2-(3-(1-acetylpiperidin-4-yl)-5'-fluoro-1'-methyl-1H,1'H-[4,6'-biindazol]-1-yl)-N-(5-methylpyridin-3-yl)acetamide C(C)(=O)N1CCC(CC1)C1=NN(C=2C=CC=C(C12)C1=C(C=C2C=NN(C2=C1)C)F)CC(=O)NC=1C=NC=C(C1)C